2-(2,3-dihydro-1H-inden-5-yloxy)-N-ethyl-N-((5-methylthiophen-2-yl)methyl)acetamide C1CCC2=CC(=CC=C12)OCC(=O)N(CC=1SC(=CC1)C)CC